C(C)(C)(C)C1=CC=C(C=C1)C=1C=C2CCN(C(C2=CC1)=O)C=1C=CC(=C(C1)NS(=O)(=O)C)O N-(5-(6-(4-(tert-butyl)phenyl)-1-oxo-3,4-dihydroisoquinolin-2(1H)-yl)-2-hydroxyphenyl)methanesulfonamide